FC1=C(N=C(C2=C1N=C(N=C2)SC)NCCC=2C=C(C=CC2)S(=O)(=O)F)C2=CC=CC1=CC=C(C(=C21)C#C[Si](C(C)C)(C(C)C)C(C)C)F 3-(2-((8-fluoro-7-(7-fluoro-8-((triisopropylsilyl)ethynyl)naphthalen-1-yl)-2-(methylthio)pyrido[4,3-d]pyrimidin-5-yl)amino)ethyl)benzenesulfonyl fluoride